CN(C1=CC=CC=C1)C[C@H]1C[C@H](NC1)C(=O)O (2S,4S)-4-((methyl-(phenyl)amino)methyl)pyrrolidine-2-carboxylic acid